methyl (E)-7-[[4-[(2,2,2-trifluoroacetyl)amino]phenyl]sulfonylamino]hept-2-enoate FC(C(=O)NC1=CC=C(C=C1)S(=O)(=O)NCCCC/C=C/C(=O)OC)(F)F